(R)-3-((3-(8-amino-5-phenylpyrido[3,4-d]pyrimidin-2-yl)phenyl)ethynyl)-3-hydroxy-1-methylpyrrolidin-2-one trifluoroacetate FC(C(=O)O)(F)F.NC1=NC=C(C2=C1N=C(N=C2)C=2C=C(C=CC2)C#C[C@]2(C(N(CC2)C)=O)O)C2=CC=CC=C2